5-chloro-6-iodo-1,3-dihydroisobenzofuran-1-ol ClC=1C=C2COC(C2=CC1I)O